tert-butyl N-[4-({7-bromo-2-[2-(3-chloro-4-methoxyphenyl)ethyl]imidazo[1,2-a]pyridin-3-yl}amino)cyclohexyl]carbamate BrC1=CC=2N(C=C1)C(=C(N2)CCC2=CC(=C(C=C2)OC)Cl)NC2CCC(CC2)NC(OC(C)(C)C)=O